4'-((2s,6S)-4-acryloyl-6-methylmorpholin-2-yl)-6'-chloro-N,6-dimethyl-[2,2'-bipyridine]-4-carboxamide C(C=C)(=O)N1C[C@@H](O[C@H](C1)C)C1=CC(=NC(=C1)Cl)C1=NC(=CC(=C1)C(=O)NC)C